(1R,3S,4R)-2-(4,7-difluoro-1H-indole-2-carbonyl)-5,5-difluoro-N-((S,Z)-4-fluoro-4-(methylsulfonyl)-1-((S)-2-oxopyrrolidin-3-yl)but-3-en-2-yl)-2-azabicyclo[2.2.2]octane-3-carboxamide FC1=C2C=C(NC2=C(C=C1)F)C(=O)N1[C@H]2CC([C@@H]([C@H]1C(=O)N[C@@H](C[C@H]1C(NCC1)=O)\C=C(/S(=O)(=O)C)\F)CC2)(F)F